C(C)C1=NSC(=N1)C=1C=CC(=C(C1)NCC(=O)O)C (5-(3-ethyl-1,2,4-thiadiazol-5-yl)-2-methylphenyl)glycine